(2-chloro-6-methoxyphenyl)-4-methoxy-2-((3-methyl-4-(1-methylpiperidin-4-yl)phenyl)amino)pyrimidine-5-carboxamide ClC1=C(C(=CC=C1)OC)C1=C(C(=NC(=N1)NC1=CC(=C(C=C1)C1CCN(CC1)C)C)OC)C(=O)N